S(=O)(=O)(ON1[C@@H]2CC[C@H](N(C1=O)C2)C(NCCN2CCCCC2)=N)O (2S,5R)-7-Oxo-2-(N-(2-(piperidin-1-yl) ethyl) carbamimidoyl)-1,6-diazabicyclo[3.2.1]octan-6-yl hydrogen sulfate